ClC=1C=CC(=C(C1)C1=C(C=NN1COCC[Si](C)(C)C)N)OC(F)F 5-[5-chloro-2-(difluoromethoxy)phenyl]-1-[2-(trimethylsilyl)ethoxy]methyl-1H-pyrazol-4-amine